tri-tert-butyl (3S,10S,14S)-1-[(1r,4S)-4-(aminomethyl)cyclohexyl]-1,4,12-trioxo-3-[(quinolin-2-yl)methyl]-2,5,11,13-tetraazahexadecane-10,14,16-tricarboxylate NCC1CCC(CC1)C(N[C@H](C(NCCCC[C@H](NC(N[C@@H](CCC(=O)OC(C)(C)C)C(=O)OC(C)(C)C)=O)C(=O)OC(C)(C)C)=O)CC1=NC2=CC=CC=C2C=C1)=O